(4-{2-[(4-chloro-2-fluorobenzyl)oxy]pyridin-3-yl}piperazin-1-yl)acetic acid ClC1=CC(=C(COC2=NC=CC=C2N2CCN(CC2)CC(=O)O)C=C1)F